N-((2-(2,6-dioxopiperidin-3-yl)-1-oxoisoindolin-5-yl)methyl)chroman-3-carboxamide O=C1NC(CCC1N1C(C2=CC=C(C=C2C1)CNC(=O)C1COC2=CC=CC=C2C1)=O)=O